N-(4-methyl-6-(4-methylpiperazin-1-yl)pyrimidin-2-yl)-1H-benzo[d]imidazol-2-amine CC1=NC(=NC(=C1)N1CCN(CC1)C)NC1=NC2=C(N1)C=CC=C2